C(C)(C)N1CCN(CC1)C1=CC(=C(C=C1)NC=1N=C(C2=C(N1)NC=C2)NC2=C1C=CC=NC1=CC=C2)OC N2-(4-(4-isopropylpiperazin-1-yl)-2-methoxyphenyl)-N4-(quinolin-5-yl)-7H-pyrrolo[2,3-d]pyrimidine-2,4-diamine